C(C)(=O)N1CC(CC1)(C)NC(C)=O N-(1-acetyl-3-methylpyrrolidin-3-yl)acetamide